Cl.NC=1C2=C(NC(N1)=O)SC(=C2C)C 4-amino-5,6-dimethylthieno(2,3-d)pyrimidin-2(1H)-one hydrochloride